2-(4-(1,2,3,4-tetrahydroquinoline-2-yl)phenyl)propan-2-ol tert-Butyl-((3S,5R)-1-(2,7-dichloro-8-fluoropyrido[4,3-d]pyrimidin-4-yl)-5-hydroxypiperidin-3-yl)carbamate C(C)(C)(C)N(C(=O)OC(C)(C)C1=CC=C(C=C1)C1NC2=CC=CC=C2CC1)[C@@H]1CN(C[C@@H](C1)O)C=1C2=C(N=C(N1)Cl)C(=C(N=C2)Cl)F